O(S(=O)(=O)C(F)(F)F)C=1C(=CC2=C(C(C=3NC4=CC(=CC=C4C3C2=O)Br)(C)C)C1)CC 3-bromo-9-ethyl-6,6-dimethyl-11-oxo-6,11-dihydro-5H-benzo[b]carbazol-8-yl Triflate